O=C1N(CC2=CC=CC=C12)C1=C(C(=O)O)C=CC=C1 (1-oxoisoindol-2-yl)benzoic acid